1,3,5-Trimethoxybenzene COC1=CC(=CC(=C1)OC)OC